3-(3'-adamantan-1-yl-4'-hydroxy-biphenyl-4-yl)-acrylic acid methyl ester COC(C=CC1=CC=C(C=C1)C1=CC(=C(C=C1)O)C12CC3CC(CC(C1)C3)C2)=O